FC1(CCC12CN(C2)C=2OC1=C(C=C(C=C1C(C2C)=O)C)[C@@H](C)NC2=C(C(=O)O)C=CC=C2)F 2-[[(1R)-1-[2-(7,7-difluoro-2-azaspiro[3.3]heptan-2-yl)-3,6-dimethyl-4-oxo-chromen-8-yl]ethyl]amino]benzoic acid